2-oxo-2-[rac-(2R,5S)-5-methyl-2-[2-[rac-(3S,4S)-1,3-dimethyl-4-piperidyl]indazol-6-yl]-1-piperidyl]-N-[1-(2-trimethylsilylethoxymethyl)pyrazolo[4,3-c]pyridin-7-yl]acetamide O=C(C(=O)NC=1C2=C(C=NC1)C=NN2COCC[Si](C)(C)C)N2[C@H](CC[C@@H](C2)C)C=2C=CC1=CN(N=C1C2)[C@@H]2[C@H](CN(CC2)C)C |r|